ClC1=C2C=NNC2=C(C=C1)N1N=CC=C1 4-chloro-7-(pyrazol-1-yl)-1H-indazole